2,4-Difluorobenzyl (1-hydroxy-1,3-dihydrobenzo[c][1,2]oxaborole-6-carbonyl)-L-valinate OB1OCC2=C1C=C(C=C2)C(=O)N[C@@H](C(C)C)C(=O)OCC2=C(C=C(C=C2)F)F